CN1N=C2C(=CC(=CC2=C1)C1=CC=2N=CN(C(C2N=C1)=O)C1CCN(CC1)C(=O)OC(C)(C)C)C tert-butyl 4-(7-(2,7-dimethyl-2H-indazol-5-yl)-4-oxopyrido[3,2-d]pyrimidin-3(4H)-yl)piperidine-1-carboxylate